5-Methoxy-1H-pyrrolo[3,2-b]pyridine COC1=CC=C2C(=N1)C=CN2